(2R,4S)-4-([1,1'-biphenyl]-3-yl)-N-((S)-1-((4-carbamimidoylbenzyl)amino)-1-oxoprop-2-yl)piperidine-2-carboxamide bis-trifluoroacetate FC(C(=O)O)(F)F.FC(C(=O)O)(F)F.C1(=CC(=CC=C1)[C@@H]1C[C@@H](NCC1)C(=O)N[C@H](C(=O)NCC1=CC=C(C=C1)C(N)=N)C)C1=CC=CC=C1